[C@H]1([C@@H](O)[C@@H](O)[C@H](O)[C@H](O1)CO)OCCNC(CN(CC(=O)NCCCCCC(=O)ON1C(CCC1=O)=O)CC(NCCO[C@@H]1[C@@H](O)[C@@H](O)[C@H](O)[C@H](O1)CO)=O)=O 2,5-dioxopyrrolidin-1-yl 6-(2-{bis[2-({2-[(α-D-mannopyranosyl)oxy]ethyl}amino)-2-oxoethyl]amino}acetamido)hexanoate